N,N-dimethylstearylamine glycolate C(CO)(=O)O.CN(C)CCCCCCCCCCCCCCCCCC